C(C)(C)(C)OC(=O)N1[C@H]2[C@@](C[C@@H]1CC2)(O)C(C)(C)C (1R,2S,4S)-2-(tert-butyl)-2-hydroxy-7-azabicyclo[2.2.1]heptane-7-carboxylic acid tert-butyl ester